6-Methyl-1-oxo-2,3-dihydro-1H-indene-2-carboxylic acid methyl ester COC(=O)C1C(C2=CC(=CC=C2C1)C)=O